NC1=CC=CC=2C3(C4=CC=CC=C4C12)C1=CC(=CC=C1C=1C=CC(=CC13)C(CC)(CCCC(C)C)C)C(CC)(CCCC(C)C)C 4-amino-2',7'-bis-(3,7-dimethyloctan-3-yl)-9,9'-spirobifluorene